C(CC1=CC=CC=C1)N1CCC2(CCC2=O)CC1 7-phenethyl-7-azaspiro[3.5]nonan-1-one